COC(C1CCN(CC1)C1=CC=C(C=C1)C=1C=C2C(=NC1)NC=C2C(=O)C=2C(=C(C=CC2F)NS(=O)(=O)N2[C@H](CCC2)C)F)OC (S)-N-(3-(5-(4-(4-(dimethoxymethyl)piperidin-1-yl)phenyl)-1H-pyrrolo[2,3-b]pyridine-3-carbonyl)-2,4-difluorophenyl)-2-methylpyrrolidine-1-sulfonamide